(3S,4S)-8-(8-amino-9-(1-phenylcyclopropyl)-3,4-dihydro-2H-pyrimido[1,6-a]pyrimidin-6-yl)-3-methyl-2-oxa-8-azaspiro[4.5]decan-4-amine NC=1N=C(N2C(=NCCC2)C1C1(CC1)C1=CC=CC=C1)N1CCC2([C@@H]([C@@H](OC2)C)N)CC1